NC1=NC(=C(C(=N1)N)OCCOC1=C(C=CC=C1)CCC(=O)O)CC 3-{2-[2-(2,4-diamino-6-ethylpyrimidin-5-yloxy)ethoxy]phenyl}propanoic acid